1-(3-bromophenyl)-N-[(methylsulfamoyl)amino]imidazole-2-carboxamide methyl-3'-methyl-3-oxospiro[cyclohexane-1,1'-indene]-4-carboxylate COC(=O)C1C(CC2(C=C(C3=CC=CC=C23)C)CC1)=O.BrC=1C=C(C=CC1)N1C(=NC=C1)C(=O)NNS(NC)(=O)=O